(4S)-4-[4-chloro-3-(3-methyl-5-{[5-(trifluoromethyl)pyrazin-2-yl]oxy}phenyl)-1H-pyrrolo[3,2-c]pyridin-1-yl]oxolan-3-one ClC1=NC=CC2=C1C(=CN2[C@@H]2C(COC2)=O)C2=CC(=CC(=C2)OC2=NC=C(N=C2)C(F)(F)F)C